Cl.CC1(C2(CC2CN1)C)C(=O)O dimethyl-3-azabicyclo[3.1.0]hexane-2-carboxylic acid hydrochloride